ClC=1C(=C(C(=C(C1[2H])[2H])[2H])C1=C(C2=C(SC3=C2C(=C(C(=C3[2H])[2H])[2H])[2H])C(=C1[2H])[2H])[2H])[2H] (3-chlorophenyl-2,4,5,6-d4)dibenzo[b,d]thiophene-1,3,4,6,7,8,9-d7